Cl.NC/C(/CN1N=CN(C1=O)CC=1SC(=CC1)C=1C=C2C(=NC1)SC=N2)=C\F 2-[(2E)-2-(aminomethyl)-3-fluoroprop-2-en-1-yl]-4-{[5-([1,3]thiazolo[5,4-b]pyridin-6-yl)thiophen-2-yl]methyl}-2,4-dihydro-3H-1,2,4-triazol-3-one hydrochloride